1-(3,5-dimethylphenyl)-6-isopropylquinoline CC=1C=C(C=C(C1)C)N1CC=CC2=CC(=CC=C12)C(C)C